C(C1=CC=CC=C1)S(=O)(=O)N1C=C(C2=CC=CC=C12)CCNC(C)=O N-(2-(1-toluenesulfonyl-1H-indol-3-yl)ethyl)acetamide